C(C1=CC=CC=C1)OC1=C(C=CC(=C1)OCC1=CC=CC=C1)C(C)N 1-[2,4-bis(benzyloxy)phenyl]ethan-1-amine